tert-butyl 1-(4-((bis(2-oxo-2-((4-(biotinylamino)butyl) amino)ethyl)amino)methyl)phenyl)-1-oxo-5,8,11-trioxa-2-azatetradecan-14-oate O=C(CN(CC(=O)NCCCCNC(CCCC[C@@H]1SC[C@@H]2NC(=O)N[C@H]12)=O)CC1=CC=C(C=C1)C(NCCOCCOCCOCCC(=O)OC(C)(C)C)=O)NCCCCNC(CCCC[C@@H]1SC[C@@H]2NC(=O)N[C@H]12)=O